ClC=1C=C(C(=CC1)N=C=O)N=C=O 4-chloro-1,2-phenylene diisocyanate